2-(cyclopropylamino)-4-((1R,3S)-3-hydroxycycloheptylamino)pyrimidine-5-carboxamide C1(CC1)NC1=NC=C(C(=N1)N[C@H]1C[C@H](CCCC1)O)C(=O)N